C1(CC1)N1C(N(CC1)C1CNCCC1)=O 1-cyclopropyl-3-(piperidin-3-yl)imidazolin-2-one